5-(difluoromethyl)-2-(4-(quinuclidin-3-ylamino)phthalazin-1-yl)phenol FC(C=1C=CC(=C(C1)O)C1=NN=C(C2=CC=CC=C12)NC1CN2CCC1CC2)F